Cl.Cl.NC[C@@H](CC1=CC=C(C=C1)O)N(C)C (R)-4-[3-Amino-2-(dimethyl-amino)propyl]phenol dihydrochloride